OC1=C(C=C(C=C1C(C)(C)C)C)N1N=C2C(=N1)C=CC(=C2)F 2-(2'-hydroxy-3'-tert-butyl-5'-methylphenyl)-5-fluorobenzotriazole